6-(1-Isopropyl-1H-pyrazol-3-yl)-4-(4-methoxybutoxy)-5-methyl-2-(1-methyl-1H-imidazol-2-yl)thieno[2,3-d]pyrimidine C(C)(C)N1N=C(C=C1)C1=C(C2=C(N=C(N=C2OCCCCOC)C=2N(C=CN2)C)S1)C